5-bromo-4-chloro-3-iodo-1-methyl-1H-indazole BrC=1C(=C2C(=NN(C2=CC1)C)I)Cl